FC1=CC=C(CNP(OCC)(=O)CC=2N=C3N(C=CC(=C3)C3=NOC(=N3)C(F)(F)F)C2)C=C1 ethyl N-(4-fluorobenzyl)-P-((7-(5-(trifluoromethyl)-1,2,4-oxadiazol-3-yl)imidazo[1,2-a]pyridin-2-yl)methyl)phosphonamidate